diethyl phosphoramidate P(OCC)(OCC)(=O)N